FC1=C2CC[C@]3(CCC=4C(=NC(=NC4C3)OC[C@H]3N(CCC3)C)N3C[C@@H](N(CC3)C(=O)OC(C)(C)C)COC)CC2=CC=C1 tert-butyl (R)-4-((R)-5-fluoro-2'-(((S)-1-methylpyrrolidin-2-yl)methoxy)-3,4,5',8'-tetrahydro-1H,6'H-spiro[naphthalene-2,7'-quinazolin]-4'-yl)-2-(methoxymethyl)piperazine-1-carboxylate